ClC1=CC=C2C(=CNC2=C1OCC#N)S(=O)(=O)NC1=NC(=C(C(=N1)OC)CC(F)F)OC 6-chloro-7-(cyanomethoxy)-N-[5-(2,2-difluoroethyl)-4,6-dimethoxy-pyrimidin-2-yl]-1H-indole-3-sulfonamide